CC=1C=C(C=CC1OC1=CC=2N(C=C1)N=CN2)NC=2C1=C(N=CN2)C=NC(=N1)N1C[C@H](NCC1)C N-(3-methyl-4-{[1,2,4]triazolo[1,5-a]pyridin-7-yloxy}phenyl)-6-[(3R)-3-methylpiperazin-1-yl]-[1,3]diazino[5,4-d]pyrimidin-4-amine